N1(CCC1)S(=O)(=O)C1=CC=C(N)C=C1 4-(azetidin-1-ylsulfonyl)aniline